2-(5-(3-((2-chloro-5-(1-(difluoromethyl)-1H-pyrazol-3-yl)pyridin-4-yl)(methyl)amino)propoxy)-1-methyl-1H-pyrazol-4-yl)pyrimidin-4-amine ClC1=NC=C(C(=C1)N(CCCOC1=C(C=NN1C)C1=NC=CC(=N1)N)C)C1=NN(C=C1)C(F)F